1-hydroxy-N'-(1-methylethylidene)-2-naphthoyl-hydrazine OC1=C(C=CC2=CC=CC=C12)C(=O)NN=C(C)C